ClC1=C2C=CC(=NC2=CC(=C1)Cl)NC1=CC=C2C=CNC2=C1 5,7-dichloro-N-(1H-indol-6-yl)quinolin-2-amine